ClC=1N=C(C2=C(N1)CCNC2)OC=2N=CC=1CCC3=C(C1C2F)NC2=C3C(NCC2)=O 2-((2-chloro-5,6,7,8-tetrahydropyrido[4,3-d]pyrimidin-4-yl)oxy)-1-fluoro-5,6,8,9,10,11-hexahydro-7H-pyrido[3',4':4,5]pyrrolo[2,3-f]isoquinolin-7-one